methyl 5-amino-2-[2-chloro-5-(pyrimidin-2-ylamino)-4-pyridyl]-6-(5-methyl-1-tetrahydropyran-2-yl-indazol-4-yl)pyrimidine-4-carboxylate NC=1C(=NC(=NC1C1=C2C=NN(C2=CC=C1C)C1OCCCC1)C1=CC(=NC=C1NC1=NC=CC=N1)Cl)C(=O)OC